N-[(1R,3s,5S)-1,5-Dimethyl-8-azabicyclo[3.2.1]octan-3-yl]-N-methyl-5-[4-(1H-pyrazol-4-yl)-1H-pyrrolo[2,3-c]pyridin-7-yl][1,3]thiazolo[5,4-d][1,3]thiazol-2-amin Hydrochlorid Cl.C[C@]12CC(C[C@](CC1)(N2)C)N(C=2SC=1N=C(SC1N2)C=2N=CC(=C1C2NC=C1)C=1C=NNC1)C